N1C=CC=2C1=NC=CC2C=2N=C(C1=C(N2)C(=CS1)C1=CC=NN1)N1[C@@H](COCC1)C (R)-4-(2-(1H-Pyrrolo[2,3-b]pyridin-4-yl)-7-(1H-pyrazol-5-yl)thieno[3,2-d]pyrimidine-4-yl)-3-methylmorpholine